2,2-difluoro-2H-1,3-benzodioxol-5-amine hydrochloride Cl.FC1(OC2=C(O1)C=CC(=C2)N)F